CNN=O N-methylnitrosamide